terephthaloyl-biscaprolactam C(C1=CC=C(C(=O)C2CCCCC(=O)N2)C=C1)(=O)C1CCCCC(=O)N1